N1(CCCC1)CCCOC1=CC=C(C=C1)C=1OC2=C(C(C1O)=O)C=CC=C2 2-(4-(3-(pyrrolidin-1-yl)propoxy)phenyl)-3-hydroxy-4H-benzopyran-4-one